tert-butyl (3S,4S)-3-methyl-4-(piperazin-1-ylmethyl)piperidine-1-carboxylate Benzyl-4-(((3S,4S)-1-(tert-butoxycarbonyl)-3-methylpiperidin-4-yl)methyl)piperazine-1-carboxylate C(C1=CC=CC=C1)OC(=O)N1CCN(CC1)C[C@@H]1[C@@H](CN(CC1)C(=O)OC(C)(C)C)C.C[C@@H]1CN(CC[C@@H]1CN1CCNCC1)C(=O)OC(C)(C)C